BrC1=C2C=NN(C2=CC(=C1C(F)(F)F)Cl)CC1=CC=C(C=C1)OC 4-bromo-6-chloro-1-(4-methoxybenzyl)-5-(trifluoromethyl)-1H-indazole